C(CCCCCCCCCCC)(=O)O.C(CCCCCCCCCCC)(=O)O.C(C)(C1=CC=C(C=C1)O)C1=CC=C(C=C1)O 4,4'-ethylidenebisphenol dilaurate